N=1C=CN2C1N=CC(=C2)C=2C=CN1N=C(N=CC12)N[C@@H]1CC[C@@H](CC1)OC(F)(F)F 5-(imidazo[1,2-a]pyrimidin-6-yl)-N-(cis-4-(trifluoromethoxy)cyclohexyl)pyrrolo[2,1-f][1,2,4]triazin-2-amine